C(#C)C1=NN(C2=CC=C(C=C12)OCCCNC(OCC1=CC=CC=C1)=O)C1OCCCC1 benzyl N-[3-(3-ethynyl-1-tetrahydropyran-2-yl-indazol-5-yl)oxypropyl]carbamate